C1(CCCCC1)C1=C(OC=CC1=O)C1CCCCC1 dicyclohexyl-4-pyrone